CC1=NC(=CC(=N1)NC1=CC2=C(C=N1)C(NN2C2=C(C(=CC=C2)C(F)(F)F)OC)=O)C 6-((2,6-dimethylpyrimidin-4-yl)amino)-1-(2-methoxy-3-(trifluoromethyl)phenyl)-1,2-dihydro-3H-pyrazolo[4,3-c]pyridin-3-one